nickel-cobalt-silver [Ag].[Co].[Ni]